C(C)OC(\C=C\C1=C(C=C(C(=C1)SCC1=CC=CC=C1)F)N)=O (E)-3-(2-amino-5-(benzylsulfanyl)-4-fluorophenyl)acrylic acid ethyl ester